C(C)(=O)C1=CC=C(C=C1)NC(=O)C1=C(C2=C(CCC3=CN(N=C23)CC2=CC=C(C=C2)C)O1)C N-(4-acetylphenyl)-8-methyl-2-(4-methylbenzyl)-4,5-dihydro-2H-furo[2,3-g]indazole-7-carboxamide